N-(4-cyano-2-fluorophenyl)-6-hydroxy-6-methyl-1,4,5,7-tetrahydroindole-3-sulfonamide C(#N)C1=CC(=C(C=C1)NS(=O)(=O)C1=CNC=2CC(CCC12)(C)O)F